N5-(3-amino-1-ethylpropyl)-2-methylpentane-1,5-diamine NCCC(CC)NCCCC(CN)C